(E)-4-(4-amino-4-oxo-2-butenoyl)-N-(4-(3,4-dichlorophenyl)3-butyn-2-yl)piperazine-1-carboxamide NC(/C=C/C(=O)N1CCN(CC1)C(=O)NC(C)C#CC1=CC(=C(C=C1)Cl)Cl)=O